N1(CCNCC1)C1=CC=CC=2NC=NC21 4-(piperazin-1-yl)-1H-benzo[d]Imidazole